FC1([C@@H]([C@@H](N(C1)C(=O)[C@@H]1OCCC1)CC=1C(=C(C=CC1)C1=CC=CC=C1)F)NS(=O)(=O)C)F N-{(2S,3R)-4,4-difluoro-2-[(2-fluoro[1,1'-biphenyl]-3-yl)methyl]-1-[(2R)-oxolane-2-carbonyl]pyrrolidin-3-yl}methanesulfonamide